3,3,3-Trifluoroprop-1-en-2-yl 2,2-dimethyl-3-(3-phenyl-1H-indazol-1-yl)propanoate CC(C(=O)OC(=C)C(F)(F)F)(CN1N=C(C2=CC=CC=C12)C1=CC=CC=C1)C